3-trifluoromethyl-1-(5-(trifluoromethyl)pyridin-2-yl)-1H-pyrazol-5-ol FC(C1=NN(C(=C1)O)C1=NC=C(C=C1)C(F)(F)F)(F)F